Cl.CN1CCN(CC1)CCCC(=O)O 4-(4-Methylpiperazin-1-yl)butanoic acid hydrochloride